C(#N)CC=1C2=C(SC1C(=O)OC)C=C(C=C2)C2CCOCC2 methyl 3-(cyanomethyl)-6-(tetrahydro-2H-pyran-4-yl)benzo[b]thiophene-2-carboxylate